4-((1R,5S)-3,8-diazabicyclo[3.2.1]octan-3-yl)-6-chloro-8-fluoro-2-(((2R,7aS)-2-fluorotetrahydro-1H-pyrrolizin-7a(5H)-yl)methoxy)-7-(3-hydroxynaphthalen-1-yl)quinoline-3-carbonitrile [C@H]12CN(C[C@H](CC1)N2)C2=C(C(=NC1=C(C(=C(C=C21)Cl)C2=CC(=CC1=CC=CC=C21)O)F)OC[C@]21CCCN1C[C@@H](C2)F)C#N